BrC1=CC=C2C(=CC(=NC2=C1)C(C(C(C(F)(F)F)(F)F)(F)F)(F)F)C1=CC=CC=C1 7-bromo-2-(perfluorobutyl)-4-phenylquinoline